ClC1=NC=CC(=C1)OC1CCN(CC1)C1=NC=NC2=C1SC=1N=NC(=C(C12)C)C 8-[4-[(2-chloro-4-pyridyl)oxy]-1-piperidyl]-3,4-dimethyl-pyrimido[4',5':4,5]thieno[2,3-c]pyridazine